C(CCC(=O)O)(=O)C([C@H](N)C(=O)O)CCNC(N)=N 3-succinyl-L-arginine